FC1=CC2=C(N(C([C@H](C[SH2]2=O)NC(OC(C)(C)C)=O)=O)CC2=CC=C(C=C2)F)C=C1C1=NOC(=N1)C(C(F)(F)F)(OC)F tert-butyl N-[(3R)-8-fluoro-5-[(4-fluorophenyl)methyl]-1,4-dioxo-7-[5-(1,2,2,2-tetrafluoro-1-methoxy-ethyl)-1,2,4-oxadiazol-3-yl]-2,3-dihydro-1λ6,5-benzothiazepin-3-yl]carbamate